[Au].[Ti].ClC1=C(C(=CC(=C1)C1=NN=C2N1CCN(C2)C(C=C)=O)F)C2=C(C(=CC=C2F)Cl)O (3-(2,3'-dichloro-6,6'-difluoro-2'-hydroxy-[1,1'-biphenyl]-4-yl)-5,6-dihydro-[1,2,4]triazolo[4,3-a]pyrazin-7(8H)-yl)prop-2-en-1-one titanium-gold